3-(3-aminopropoxy)-2-((1R,5R)-3-methyl-5-(prop-1-en-2-yl)cyclopent-2-en-1-yl)-5-pentylphenol NCCCOC=1C(=C(C=C(C1)CCCCC)O)[C@@H]1C=C(C[C@H]1C(=C)C)C